4-bromo-6-methyl-1-(tetrahydro-2H-pyran-2-yl)-5-(trifluoromethyl)-1H-indazole-3-carbonitrile BrC1=C2C(=NN(C2=CC(=C1C(F)(F)F)C)C1OCCCC1)C#N